N=1NC=C2C1C(NCC2)=O 2,4,5,6-tetrahydro-7H-pyrazolo[3,4-c]pyridin-7-one